ClC1(CCN(CC1)S(=O)(=O)N[C@@H](C(C)C1=C(C(=CC=C1F)C)C)C=1OC(NN1)=O)C#N 4-chloro-4-cyano-N-((1S)-2-(6-fluoro-2,3-dimethylphenyl)-1-(5-oxo-4,5-dihydro-1,3,4-oxadiazol-2-yl)propyl)-piperidine-1-sulfonamide